C1(=CC=CC=C1)C1=NC(=NC(=N1)C1=CC=CC=C1)C1=C(C=CC=C1)C1=C(C(=NC(=C1)C1=CC=C(C=C1)N1C2=CC=CC=C2C=2C=C(C=CC12)C)C1=CC=C(C=C1)N1C2=CC=C(C=C2C=2C=C(C=CC12)C#N)C#N)C1=CC=C(C=C1)N1C2=CC=C(C=C2C=2C=C(C=CC12)C#N)C#N 9,9'-((4-(2-(4,6-diphenyl-1,3,5-triazin-2-yl)phenyl)-6-(4-(3-methyl-9H-carbazol-9-yl)phenyl)pyridine-2,3-diyl)bis(4,1-phenylene))bis(9H-carbazole-3,6-dicarbonitrile)